N-(6-chloropyridin-2-yl)-2,4-difluoro-5-(4-methylpyridin-3-yl)benzamide ClC1=CC=CC(=N1)NC(C1=C(C=C(C(=C1)C=1C=NC=CC1C)F)F)=O